C1(CCCCC1)C1C(CCCC1)=O 2-cyclohexyl-cyclohexanone